(S)-N,1-bis(2,6-difluoro-4-methoxybenzyl)-3,4-dimethyl-2-oxo-1,2,3,4-tetrahydroquinazoline-7-carboxamide FC1=C(CNC(=O)C2=CC=C3[C@@H](N(C(N(C3=C2)CC2=C(C=C(C=C2F)OC)F)=O)C)C)C(=CC(=C1)OC)F